Cl.N1CCC(CC1)N1CCNCC1 4-(piperidin-4-yl)piperazine hydrochloride